3,3a,4,5,6,7-Hexahydro-1H-isochromeno[4,5-cd]azepin-5-ium chloride [Cl-].C1OCC2C[NH2+]CCC3=C2C1=CC=C3